2-(6-chloro-4-oxo-benzo[d][1,2,3]triazin-3(4H)-yl)acetic acid ClC1=CC2=C(N=NN(C2=O)CC(=O)O)C=C1